COC(=O)[C@]1(N(CC[C@H]1CC(C1=CC=CC=C1)=O)C1=CC=C(C=C1)OC)C1=CC=CC=C1 (2R,3S)-1-(4-methoxyphenyl)-3-(2-oxo-2-phenylethyl)-2-phenylpyrrolidine-2-carboxylic acid methyl ester